N(=NC(C(=O)NCC#C)(C)C)C(C(=O)NCC#C)(C)C 2,2'-azobis[N-(2-propynyl)-2-methyl-propioamide]